{[(6-(propan-2-yloxy)-1,2,3,4-tetrahydronaphthalen-1-yl)methyl]amino}pyridine-4-carboxylic acid CC(C)OC=1C=C2CCCC(C2=CC1)CNC1=NC=CC(=C1)C(=O)O